C12C(C3CC(CC(C1)C3)C2)NC(CCN2C(C(=CC=C2)NC([C@H](CCC(C(=O)NC)=O)NC(=O)C=2OC(=CN2)OC)=O)=O)=O (S)-N1-(1-(3-(2-adamantylamino)-3-oxopropyl)-2-oxo-1,2-dihydropyridin-3-yl)-2-(5-methoxyoxazol-2-carboxamido)-N6-methyl-5-oxohexandiamid